4-(3-bromo-2,5-difluorophenyl)-1-(1-(4-fluorophenyl)ethyl)-1H-pyrazole BrC=1C(=C(C=C(C1)F)C=1C=NN(C1)C(C)C1=CC=C(C=C1)F)F